C(C)(=O)C1=C(C2=C(N=C(N=C2)NC2=NC=C(C=C2)N2CCC(CC2)OC2=CC=C(C=C2)CO[Si](C)(C)C(C)(C)C)N(C1=O)C1CCCC1)C 6-acetyl-2-[[5-[4-[4-[[tert-butyl(dimethyl)silyl]oxymethyl]phenoxy]-1-piperidyl]-2-pyridyl]amino]-8-cyclopentyl-5-methyl-pyrido[2,3-d]pyrimidin-7-one